CN1N=CC(=C1)C=1C=C2N(N=CC=C2)C1 6-(1-methyl-1H-pyrazol-4-yl)pyrrolo[1,2-b]Pyridazine